3-(5-(difluoromethyl)-1,3,4-oxadiazol-2-yl)-8-fluoro-N-(1-methylcyclopropyl)imidazo[1,2-a]pyridine-6-sulfonamide FC(C1=NN=C(O1)C1=CN=C2N1C=C(C=C2F)S(=O)(=O)NC2(CC2)C)F